8-(1-((3,5-difluorophenyl)amino)ethyl)-6-((S)-3-(dimethylamino)pyrrolidine-1-carbonyl)-2-morpholino-4H-chromen-4-one FC=1C=C(C=C(C1)F)NC(C)C=1C=C(C=C2C(C=C(OC12)N1CCOCC1)=O)C(=O)N1C[C@H](CC1)N(C)C